FC1=NC(=CC(=C1)N(C=1SC(=C(N1)C(=O)NC1C(CC1)(C)C)C)C(C(C)C)=O)F 2-((2,6-difluoro-4-pyridyl)-(2-methylpropanoyl)-amino)-N-(2,2-dimethyl-cyclobutyl)-5-methyl-thiazole-4-carboxamide